2-(4,5-diphenyl-1H-imidazole-2-yl)-aniline C1(=CC=CC=C1)C=1N=C(NC1C1=CC=CC=C1)C1=C(N)C=CC=C1